C1CCC2=C(C=3CCCC3C=C12)NC(=O)NS(=O)(=O)\C=C\[C@@H]1N(CCC1)C1CCN(CC1)C (R,E)-N-((1,2,3,5,6,7-Hexahydro-s-indacen-4-yl)carbamoyl)-2-(1-(1-methylpiperidin-4-yl)pyrrolidin-2-yl)ethen-1-sulfonamid